5-amino-N-{2-[4-amino-3-fluoro-3-(methoxymethyl)pyrrolidin-1-yl]-5,6,7,8-tetrahydroquinolin-6-yl}-2-methylthieno[2,3-d]pyrimidine-6-carboxamide NC1=C(SC=2N=C(N=CC21)C)C(=O)NC2CC=1C=CC(=NC1CC2)N2CC(C(C2)N)(COC)F